[Ir+3].S([O-])([O-])(=O)=O.S([O-])([O-])(=O)=O.S([O-])([O-])(=O)=O.[Ir+3] sulfuric acid-iridium salt